D-glutamyl-D-glutamyl-D-glutamyl-D-glutamyl-D-glutamyl-D-glutamic acid N[C@H](CCC(=O)O)C(=O)N[C@H](CCC(=O)O)C(=O)N[C@H](CCC(=O)O)C(=O)N[C@H](CCC(=O)O)C(=O)N[C@H](CCC(=O)O)C(=O)N[C@H](CCC(=O)O)C(=O)O